N-(6-(1,2-dimethyl-1H-imidazol-5-yl)isoquinolin-3-yl)cyclopropanecarboxamide CN1C(=NC=C1C=1C=C2C=C(N=CC2=CC1)NC(=O)C1CC1)C